8-amino-2-oxo-1,3-diaza-spiro-[4.5]-decane NC1CCC2(CNC(N2)=O)CC1